isopropyl (R)-2-(((benzyloxy) carbonyl) amino)-2-(4-(1-(difluoromethyl)-1H-pyrazol-4-yl) phenyl)-4-oxopentanoate C(C1=CC=CC=C1)OC(=O)N[C@](C(=O)OC(C)C)(CC(C)=O)C1=CC=C(C=C1)C=1C=NN(C1)C(F)F